BrC1=CC(=C(OC=2C=NC=C(C2C)OC2=C(C(=NC=C2)Cl)F)C=C1)F 3-(4-bromo-2-fluoro-phenoxy)-5-[(2-chloro-3-fluoro-4-pyridinyl)oxy]-4-methyl-pyridine